methyl 4-chloro-6-methylpyridine-3-carboxylate ClC1=C(C=NC(=C1)C)C(=O)OC